BrC1=CC2=C(N(C(N2)=O)C2CC2)C=C1 5-bromo-1-cyclopropyl-3H-1,3-benzodiazol-2-one